(R)-2-((benzyloxy)methyl)-N-(1-(3-(1,1-difluoro-2-methoxyethyl)-5-nitrophenyl)ethyl)-7-methoxy-6-(4-methoxytetrahydro-2H-pyran-4-yl)quinazolin-4-amine C(C1=CC=CC=C1)OCC1=NC2=CC(=C(C=C2C(=N1)N[C@H](C)C1=CC(=CC(=C1)[N+](=O)[O-])C(COC)(F)F)C1(CCOCC1)OC)OC